C(CCCCCCCCCCCCCCC)OCC(OC(CCCCCCCCCCCCCCCCCCC)=O)COP(=O)(O)OC[C@H](N)C(=O)O 1-hexadecyl-2-eicosanoyl-glycero-3-phosphoserine